CC1=CSC2=C1[C@]13[C@H](CN(C1=CC2=O)C(=O)C=2NC1=CC=C(C=C1C2)NC(=O)C=2NC1=CC=C(C=C1C2)NC(OC(C)(C)C)=O)C3 tert-butyl {2-[(2-{[(3bS,4aR)-3-methyl-8-oxo-4a,5-dihydro-4H-cyclopropa[c]thieno[3,2-e]indol-6(8H)-yl]carbonyl}-1H-indol-5-yl)carbamoyl]-1H-indol-5-yl}carbamate